CC1=C2C=C(C(=NC2=CC=C1)COC1=CC=C(C=C1)C1=NN(C=C1C1=CC=NC=C1)C)C(=O)O 5-Methyl-2-[[4-[1-methyl-4-(4-pyridyl)pyrazol-3-yl]phenoxy]methyl]quinoline-3-carboxylic acid